(6-(3-Fluoro-1H-pyrazol-4-yl)-1-(((S)-1-methylazetidin-2-yl)methyl)-1H-indazol-3-yl)(6-fluorochroman-3-yl)methanone FC1=NNC=C1C1=CC=C2C(=NN(C2=C1)C[C@H]1N(CC1)C)C(=O)C1COC2=CC=C(C=C2C1)F